5-((5-[4-(Trifluoromethyl)phenyl]-1,3,4-oxadiazol-2-yl)amino)-N-hydroxy-pyridine-2-carboximidamide FC(C1=CC=C(C=C1)C1=NN=C(O1)NC=1C=CC(=NC1)C(NO)=N)(F)F